C(C)(C)[Si](C(C)C)(C(C)C)C#CC#CC1=CC=C(C(=O)OC(C)(C)C)C=C1 tert-butyl 4-((triisopropylsilyl)buta-1,3-diyn-1-yl)benzoate